(3R,4S)-4-fluoro-N,N-dimethyl-pyrrolidin-3-amine F[C@@H]1[C@@H](CNC1)N(C)C